N[C@@H](C(=O)O)CC1=CC=C(C=C1)F (R)-2-amino-2-(4-fluorobenzyl)acetic acid